FC(S(=O)(=O)C1=CC=C(C=C1)CN1CCC2(CNC2)CC1)(F)F 7-[[4-(trifluoro-methylsulfonyl)phenyl]methyl]-2,7-diazaspiro[3.5]nonane